[I-].FC1=CC=C(C=C1)NC(=N)SC methyl (4-fluorophenyl)carbamimidothioate, iodide salt